1-Methyl-3-methyl-imidazolium acetat C(C)(=O)[O-].CN1C=[N+](C=C1)C